2-(4-fluorophenyl)-3-[(4-methoxyphenyl)methoxy]-4H-1-benzopyran-4-one FC1=CC=C(C=C1)C=1OC2=C(C(C1OCC1=CC=C(C=C1)OC)=O)C=CC=C2